(4-bromo-2-(trifluoromethoxy)phenyl)methanol BrC1=CC(=C(C=C1)CO)OC(F)(F)F